ClC=1C=NC(=C(C(=O)NC2CCC(CC2)CN2C(N(C3=C2C=CC=C3)CCC=3C=NN(C3)C)=O)C1)C 5-chloro-2-methyl-N-((1r,4r)-4-((3-(2-(1-methyl-1H-pyrazol-4-yl)ethyl)-2-oxo-2,3-dihydro-1H-benzo[d]imidazol-1-yl)methyl)cyclohexyl)nicotinamide